[OH-].[Al+3].P(=O)([O-])([O-])[O-].[Li+] lithium phosphate aluminum hydroxide